C1(CCC1)OC=1C=NC=C(C1)C#C[Si](C)(C)C 3-cyclobutoxy-5-((trimethylsilyl)ethynyl)pyridine